ClC1=CC(=C(C=C1)C1=NC(=NC2=C1N=C(N(C2=O)C)C)N2C[C@H](CCC2)OC=2C=NN(C2)C)F (S)-8-(4-chloro-2-fluorophenyl)-2,3-dimethyl-6-(3-((1-methyl-1H-pyrazol-4-yl)oxy)piperidin-1-yl)pyrimido[5,4-d]pyrimidin-4(3H)-one